OCC[P+](C1=CC=CC=C1)(C1=CC=CC=C1)C1=CC=CC=C1 hydroxyethyl-triphenyl-phosphonium